N-(4-Acetamidophenyl)-3-(4-nitro-3-(trifluoromethyl)phenyl)-2-(trifluoromethyl)oxazolidin-5-carboxamid C(C)(=O)NC1=CC=C(C=C1)NC(=O)C1CN(C(O1)C(F)(F)F)C1=CC(=C(C=C1)[N+](=O)[O-])C(F)(F)F